S(=O)(=O)(C1=CC=C(C)C=C1)N1CCNCC1 4-tosylpiperazine